NC1=NC2=C(N1C[C@@H](CCCOC1=C(C=NN1C1CC1)C1=CC(=CN(C1=O)C)C(=O)OC)C)C=C(C=C2)Br methyl 5-(5-{[(4R)-4-[(2-amino-6-bromo-1,3-benzodiazol-1-yl) methyl] pentyl] oxy}-1-cyclopropylpyrazol-4-yl)-1-methyl-6-oxopyridine-3-carboxylate